4-(4-chlorophenyl)-1-(4-(4-fluorophenyl)butyl)piperidine ClC1=CC=C(C=C1)C1CCN(CC1)CCCCC1=CC=C(C=C1)F